2-[(2E)-2-(aminomethyl)-3-fluoroprop-2-en-1-yl]-4-{6-[1-methyl-3-(trifluoromethyl)-1H-pyrazol-5-yl]pyridin-2-yl}-2,4-dihydro-3H-1,2,4-triazol-3-one hydrochloride Cl.NC/C(/CN1N=CN(C1=O)C1=NC(=CC=C1)C1=CC(=NN1C)C(F)(F)F)=C\F